CC1=CC=C(C=C1)S(=O)(=O)O.N1=C(N=C(C=C1)N)N pyrimidinediamine p-Toluenesulfonic Acid Salt